(2S,4r)-1-((S)-2-(4-(2-(2-aminoethoxy)ethoxy)butyrylamino)-3,3-dimethylbutyryl)-4-hydroxy-N-(4-(4-methylthiazol-5-yl)benzyl)pyrrolidine-2-carboxamide mono-Ethyl-malonate C(C)OC(CC(=O)O)=O.NCCOCCOCCCC(=O)N[C@H](C(=O)N1[C@@H](C[C@H](C1)O)C(=O)NCC1=CC=C(C=C1)C1=C(N=CS1)C)C(C)(C)C